ClC=1C=C(C=C(C1)Cl)C=1OC2=C(N1)C=CC(=C2)C(=O)OCCCN2CCCCC2 3-(piperidin-1-yl)propyl 2-(3,5-dichlorophenyl)benzo[d]oxazole-6-carboxylate